FC(S(=O)(=O)OC1=NC(OC2=C1C=CC=C2F)(C)C)(F)F (8-fluoro-2,2-dimethyl-1,3-benzoxazin-4-yl) trifluoromethanesulfonate